(E)-N-(4-(1-(6-(4-(4-((2-(2,6-dioxopiperidin-3-yl)-1-oxoisoindolin-4-yl)glycyl)piperazin-1-yl)piperidin-1-yl)pyridazine-3-carbonyl)piperidin-4-yl)butyl)-3-(pyridin-3-yl)acrylamide O=C1NC(CCC1N1C(C2=CC=CC(=C2C1)NCC(=O)N1CCN(CC1)C1CCN(CC1)C1=CC=C(N=N1)C(=O)N1CCC(CC1)CCCCNC(\C=C\C=1C=NC=CC1)=O)=O)=O